C(C1=CC=CC=C1)OC(=O)N1CC(C1)C1(CNC=2N=NC(=CC21)Cl)C 3-{3-chloro-5-methyl-6H,7H-pyrrolo[2,3-c]Pyridazin-5-yl}azetidine-1-carboxylic acid benzyl ester